n-octyl bromide CCCCCCCCBr